3-((R)-4-(4-bromophenyl)-2-(hydroxymethyl)piperazin-1-yl)-2-chloropropionitrile BrC1=CC=C(C=C1)N1C[C@@H](N(CC1)CC(C#N)Cl)CO